2-((S)-1-Acryloyl-4-((S)-7-(7-fluoro-3,4-dihydroquinolin-1(2H)-yl)-2-(((S)-1-methylpyrrolidin-2-yl)methoxy)-5,6,7,8-tetrahydroquinazolin-4-yl)piperazin-2-yl)acetonitrile C(C=C)(=O)N1[C@H](CN(CC1)C1=NC(=NC=2C[C@H](CCC12)N1CCCC2=CC=C(C=C12)F)OC[C@H]1N(CCC1)C)CC#N